(S)-2-(1-propenoyl-pyrrolidin-2-yl)-1-amino-4-(4-((4-fluoropyridin-2-yl)carbamoyl)phenyl)-1H-imidazole-5-carboxamide C(C=C)(=O)N1[C@@H](CCC1)C=1N(C(=C(N1)C1=CC=C(C=C1)C(NC1=NC=CC(=C1)F)=O)C(=O)N)N